(S)-1-cyclohexyl-N-(2,3-difluoro-4-((3-(2-(piperidin-3-ylamino)pyrimidin-4-yl)pyridin-2-yl)oxy)phenyl)methanesulfonamide C1(CCCCC1)CS(=O)(=O)NC1=C(C(=C(C=C1)OC1=NC=CC=C1C1=NC(=NC=C1)N[C@@H]1CNCCC1)F)F